ClC1=C(C=C(C=C1)F)C1CCN(CC1)C(=O)C1=NNC2=C1CN(CC2)C(=O)OC(C)(C)C tert-butyl 3-(4-(2-chloro-5-fluorophenyl)piperidine-1-carbonyl)-1,4,6,7-tetrahydro-5H-pyrazolo[4,3-c]pyridine-5-carboxylate